O[C@@H]([C@H](C)NC(CCCCCCCCCCCCCCCCC)=O)\C=C\CCCCCCCCCCCCC (2S,3R,4E)-3-Hydroxy-2-(octadecanoylamino)octadec-4-en